NC=1C=NC=C(C1N1CC(CC1)(C)NC([O-])=O)F (1-(3-amino-5-fluoropyridin-4-yl)-3-methylpyrrolidin-3-yl)carbamate